4-chloro-N-[(1S,2S,3S,5R)-2,6,6-trimethylnorborn-3-yl]-1H-pyrrolo[2,3-c]pyridine-2-carboxamide ClC1=C2C(=CN=C1)NC(=C2)C(=O)N[C@@H]2[C@H]([C@H]1C(CC2C1)(C)C)C